4-(7-fluoroimidazo[1,2-a]pyridin-3-yl)-7-((6'-methyl-1-(oxetan-3-yl)-6',7'-dihydrospiro[piperidine-4,5'-pyrrolo[3,4-b]pyridin]-2'-yl)amino)isoindolin-1-one FC1=CC=2N(C=C1)C(=CN2)C2=C1CNC(C1=C(C=C2)NC2=CC=C1C(=N2)CN(C12CCN(CC2)C2COC2)C)=O